4-(8-amino-3-(1-oxo-2,8-diazaspiro[4.5]decan-8-yl)imidazo[1,5-a]pyrazin-1-yl)-3-fluoro-N-(pyridin-2-yl)benzamide NC=1C=2N(C=CN1)C(=NC2C2=C(C=C(C(=O)NC1=NC=CC=C1)C=C2)F)N2CCC1(CCNC1=O)CC2